C(C)(C)(C)OC(=O)C1(CCCCC1)F 1-fluorocyclohexane-1-carboxylic acid tert-butyl ester